C(\C=C\C)(=O)SCCNC(CCNC([C@@H](C(COP(OP(OC[C@@H]1[C@H]([C@H]([C@@H](O1)N1C=NC=2C(N)=NC=NC12)O)OP(=O)(O)O)(=O)O)(=O)O)(C)C)O)=O)=O (E)-but-2-enoyl-coa